C1(CCCC1)NC=1SC(=C(N1)C(F)(F)F)C1=NC(=NC=C1)NC1=NC=C(C=C1)N1CCOCC1 N-cyclopentyl-5-(2-((5-morpholinylpyridin-2-yl)amino)pyrimidin-4-yl)-4-(trifluoromethyl)thiazol-2-Amine